3-[2-[5-(2-benzhydrylidenehydrazino)-7-methoxy-1-methyl-benzimidazol-2-yl]-1,9-diazatricyclo[6.3.1.04,12]dodeca-2,4(12),5,7-tetraen-9-yl]propan-1-ol C(C1=CC=CC=C1)(C1=CC=CC=C1)=NNC1=CC2=C(N(C(=N2)C=2N3CCN(C4=CC=CC(C2)=C34)CCCO)C)C(=C1)OC